C(=O)O.N[C@H]1COCC[C@@H]1C1=C(C=2N=C(N=C(C2S1)NCC=1OC=CC1)Cl)C=C 6-((3R,4S)-3-aminotetrahydro-2H-pyran-4-yl)-2-chloro-N-(furan-2-ylmethyl)-7-vinylthieno[3,2-d]pyrimidin-4-amine formate